BrC=1C=C2CCCN3C2=C(C1[Si](C)(C)C1=C(C=C2CCCN4C2=C1CCC4)Br)CCC3 bis(9-bromo-2,3,6,7-tetrahydro-1H,5H-pyrido[3,2,1-ij]quinolin-8-yl)dimethylsilane